(Z)-4-(2,5-dimethyl-3-(4-(methylsulfonyl)phenethyl)-1H-pyrrolo[3,2-b]Pyridin-1-yl)-3-fluorobut-2-en-1-amine dihydrochloride Cl.Cl.CC1=C(C2=NC(=CC=C2N1C/C(=C/CN)/F)C)CCC1=CC=C(C=C1)S(=O)(=O)C